C(C)(C)(C)C1=CC=C(CSC=2C(=NC(=CC2)Cl)C(=O)OCC(C2=CC=CC=C2)=O)C=C1 2-oxo-2-phenylethyl 3-((4-(tert-butyl) benzyl) thio)-6-chloropicolinate